ClC1=C2C(=CC(=NC2=CC(=C1)Cl)C)O 5,7-dichloro-2-methyl-4-hydroxyquinoline